5,6,7,8-tetrahydro-3-quinolinecarbonitrile N1=CC(=CC=2CCCCC12)C#N